ClC1=NNC=N1 3-chloro-1H-1,2,4-triazol